(E)- or (Z)-1-Butyl-4-(methoxyimino)-3-methyl-9-oxo-4,9-dihydro-1H-naphtho[2,3-d]imidazolium C(CCC)[NH+]1CN(C2=C1C(C1=CC=CC=C1C2=NOC)=O)C